tetradecyl (tert-butoxycarbonyl)-L-phenylalaninate C(C)(C)(C)OC(=O)N[C@@H](CC1=CC=CC=C1)C(=O)OCCCCCCCCCCCCCC